2-(bicyclo[2.2.1]heptan-2-yl)acetyl chloride C12C(CC(CC1)C2)CC(=O)Cl